FC=1C(=CC2=C(CN(CCS2)C(=O)N2CCNCC2)C1)F (7,8-difluoro-2,3-dihydrobenzo[f][1,4]thiazepin-4(5H)-yl)(piperazin-1-yl)methanone